NC1=CC(=C2N3CCC[C@H]3CC=CC3=CC=C(C([C@](C4=NN=C(C1=N2)O4)(O)C(F)(F)F)=C3)F)C(F)(F)F (6R,15S)-23-amino-8-fluoro-6,21-bis(trifluoromethyl)-26-oxa-3,4,19,24-tetraazapentacyclo[18.3.1.12,5.17,11.015,19]hexacosan-1(24),2,4,7(25),8,10,12,20,22-nonaen-6-ol